1-(6,7-dihydro-5H-benzo[2,3]oxepino[4,5-c]pyridazin-3-yl)-N3-(2-(pyrrolidin-1-ylmethyl)benzo(d)oxazol-5-yl)-1H-1,2,4-triazole-3,5-diamine N1=NC(=CC2=C1C1=C(OCC2)C=CC=C1)N1N=C(N=C1N)NC=1C=CC2=C(N=C(O2)CN2CCCC2)C1